N-(3-chloro-4-fluoro-phenyl)-thiazole ClC=1C=C(C=CC1F)N1CSC=C1